NC1=NN2C(C=C(C=C2)C=2C=C(C(=NC2)OC)C(=O)N2CC(CCC2)SC2=CC=CC=C2)=N1 (5-(2-amino-[1,2,4]triazolo[1,5-a]pyridin-7-yl)-2-methoxypyridin-3-yl)(3-(phenylsulfanyl)piperidin-1-yl)methanone